ClC=1C=C(C=CC1C(=O)N1CCN(CC1)C(=O)[C@@H]1[N+](C[C@H](C1)O)(C)C)NC(=O)C=1N(C(=CN1)C1=C(C(=C(C=C1)OC)F)F)C N-[3-chloro-4-[4-[(2R,4S)-4-hydroxy-1,1-dimethyl-pyrrolidin-1-ium-2-carbonyl]piperazine-1-carbonyl]phenyl]-5-(2,3-difluoro-4-methoxy-phenyl)-1-methyl-imidazole-2-carboxamide